C(C1=CC=CC=C1)C=1C(=NN(C1)CC1=CC=C(C=C1)OC)N 4-benzyl-1-[(4-methoxyphenyl)methyl]pyrazol-3-amine